N-Cyclopropyl-3-((4-(1-hydroxyethyl)-1-oxo-6-(3-(trifluoromethyl)-1H-pyrazol-4-yl)isoquinolin-2(1H)-yl)methyl)benzamide C1(CC1)NC(C1=CC(=CC=C1)CN1C(C2=CC=C(C=C2C(=C1)C(C)O)C=1C(=NNC1)C(F)(F)F)=O)=O